[SiH3]CCC(=O)C1=C(C#N)C=CC=C1 2-(3-(silyl)propionyl)benzonitrile